C1(CC1)OC1=C(C=C(C(=O)O)C=C1)OC 4-cyclopropoxy-3-methoxybenzoic acid